C(C#CC)(=O)N but-2-ynamide